O.O.[K+].P([O-])(=O)(OP(=O)(O)O)OC[C@@H]1[C@H]([C@H]([C@@H](O1)N1C=NC=2C(N)=NC=NC12)O)O adenosine 5'-diphosphate monopotassium salt dihydrate